4-((tetrahydro-2H-pyran-2-yl)oxy)phenol O1C(CCCC1)OC1=CC=C(C=C1)O